C1(CC1)C1=C(C=C(C(=O)OC)C=C1)S(NC1=C(C=C(C(=C1)N1N=NN=C1)F)C1=NC=CC=C1)(=O)=O methyl 4-cyclopropyl-3-(N-(4-fluoro-2-(pyridin-2-yl)-5-(tetrazol-1-yl)phenyl)sulfamoyl)benzoate